2-{[4-(4-methanesulfonylphenyl)-1-oxo-2,3-dihydro-1H-isoindol-2-yl]methyl}prop-2-enenitrile CS(=O)(=O)C1=CC=C(C=C1)C1=C2CN(C(C2=CC=C1)=O)CC(C#N)=C